OC1C[C@H]2COC[C@@H](C1)N2C(=O)OCCCC butyl (1R,5S,7s)-7-hydroxy-3-oxa-9-azabicyclo[3.3.1]nonane-9-carboxylate